2,2-dimethylcyclopentylamine CC1(C(CCC1)N)C